C1(=CC=CC2=CC=CC=C12)I 1-naphthyl-iodine